C12(CC3CC(CC(C1)C3)C2)OC2=CC=C3CCN(CC3=C2)C(C=C)=O 1-(7-(((3R,5R)-adamantan-1-yl)oxy)-3,4-dihydroisoquinolin-2(1H)-yl)prop-2-en-1-one